C(C)C(CC(C(=O)O)=C)CCCC 2-ethylhexyl-acrylic acid